2-[[2-chloro-3-(3-chloro-5-fluoro-phenoxy)-6-(trifluoromethylsulfonyl)phenyl]methylamino]ethanol ClC1=C(C(=CC=C1OC1=CC(=CC(=C1)F)Cl)S(=O)(=O)C(F)(F)F)CNCCO